2-(5-oxopyrrolidin-3-yl)acetic acid O=C1CC(CN1)CC(=O)O